2-[3-ethylsulfonyl-5-(trifluoromethyl)pyrazolo[1,5-a]pyridin-2-yl]-6-(trifluoromethoxy)isoindolin-1-one C(C)S(=O)(=O)C=1C(=NN2C1C=C(C=C2)C(F)(F)F)N2C(C1=CC(=CC=C1C2)OC(F)(F)F)=O